O1C=CC2=C1C=CC=C2CN2CC(N(CC2)C2CCC21CCNCC1)C1=C(C=CC=C1)C(C)C (4-(benzofuran-4-ylmethyl)-2-(2-isopropylphenyl)piperazin-1-yl)-7-azaspiro[3.5]Nonane